C(=O)C1=CC=C(OCCCC(=O)O)C=C1 4-(4-formylphenoxy)butyric acid